methyl 4-(((2,2-dimethyl-4,6-dioxo-1,3-dioxan-5-ylidene)methyl)amino)-2-fluorobenzoate CC1(OC(C(C(O1)=O)=CNC1=CC(=C(C(=O)OC)C=C1)F)=O)C